ClC=1C(=NC(=NC1)NC=1C=NN(C1)CC1=CC=C(C=C1)[N+](=O)[O-])OC(F)F 5-chloro-4-(difluoromethoxy)-N-(1-(4-nitrobenzyl)-1H-pyrazol-4-yl)pyrimidin-2-amine